4-diethylamino-2-butyne C(C)N(CC#CC)CC